2-[(dimethylsulfamoylamino)methyl]-5,6,7,8-tetrahydro-4H-pyrazolo[1,5-a][1,4]diazepine CN(S(=O)(=O)NCC1=NN2C(CNCCC2)=C1)C